[Co].[Mn].[Ni].[Li] Lithium-nickel-manganese-cobalt